phospho-D-gluconate P(=O)(O)(O)O[C@@H](C(=O)[O-])[C@@H](O)[C@H](O)[C@H](O)CO